5-methyl-1-(3-methylbutan-2-yl)-1H-pyrazole-4-carboxylic acid CC1=C(C=NN1C(C)C(C)C)C(=O)O